C(=O)(OC(C)(C)C)C(CCCCCNCCCCCCNC(=O)OC(C)(C)C)N Boc-N6-(6-(Boc-amino)-hexyl)hexane-1,6-diamine